BrCC1=CC(=C(C=C1)F)F 4-(Bromomethyl)-1,2-difluorobenzene